C1(CC1)C=1C=2N(CC(C1)=C=O)C=C(N2)C2=C(C=C(C=C2)N2C[C@H](CC2)C(=O)OC)F Methyl (3S)-1-(4-{8-cyclopropyl-6-[carbonyl]imidazo[1,2-a]pyridin-2-yl}-3-fluorophenyl)pyrrolidine-3-carboxylate